C(C)(=O)NC1(O)[C@H](N)[C@@H](O)[C@H](O)[C@H](O1)CO acetamidoglucosamine